5-tert-butyl-N-[[4-[6-[2-[4-[4-(2,6-dioxo-3-piperidyl)phenyl]-3,3-difluoro-1-piperidyl]ethyl]pyrrolo[2,1-f][1,2,4]triazin-4-yl]-2-methyl-phenyl]methyl]-1,2,4-oxadiazole-3-carboxamide C(C)(C)(C)C1=NC(=NO1)C(=O)NCC1=C(C=C(C=C1)C1=NC=NN2C1=CC(=C2)CCN2CC(C(CC2)C2=CC=C(C=C2)C2C(NC(CC2)=O)=O)(F)F)C